methylpyrrolidin-1-yl-1-methyl-1H-tetrazole CC1N(CCC1)C1=NN=NN1C